CC(=C)C=C(C)C 2,4-dimethylpenta-1,3-diene